magnesium L-lysinate N[C@@H](CCCCN)C(=O)[O-].[Mg+2].N[C@@H](CCCCN)C(=O)[O-]